(1S,3S)-3-((2-(5-(((4-Ethoxypyrimidin-2-yl)amino)methyl)-1-methyl-1H-pyrazol-4-yl)-4-methylpyrimidin-5-yl)oxy)cyclohexan C(C)OC1=NC(=NC=C1)NCC1=C(C=NN1C)C1=NC=C(C(=N1)C)OC1CCCCC1